FC1=C(C(=O)NC2=CC(=NC=C2)C(=O)N)C(=CC=C1C(F)(F)F)OC1=CC=C(C=C1)F 4-[[2-fluoro-6-(4-fluorophenoxy)-3-(trifluoromethyl)benzoyl]amino]pyridine-2-carboxamide